3-ethyl-7,11-dimethyldodeca-1,6,10-trien-3-ol C(C)C(C=C)(CCC=C(CCC=C(C)C)C)O